2-(3-hydroxy-4-methoxyphenyl)-2,3-dihydro-1,4-benzodithiine OC=1C=C(C=CC1OC)C1CSC2=C(S1)C=CC=C2